C(C)(C)C1=C(C=CC=C1)C1(CNC(C1)=O)C(=O)NC1=C(C=C(C=C1)C)OC 3-(2-isopropylphenyl)-N-(2-methoxy-4-methylphenyl)-5-oxopyrrolidine-3-carboxamide